1-[2-cyano-4-(trifluoromethyl)phenyl]-4-[6-(2-methoxyphenyl)pyridin-3-yl]-N-[(1-methylazetidin-3-yl)methyl]piperidine-4-carboxamide C(#N)C1=C(C=CC(=C1)C(F)(F)F)N1CCC(CC1)(C(=O)NCC1CN(C1)C)C=1C=NC(=CC1)C1=C(C=CC=C1)OC